4-((2-hydroxyethyl)sulfonamido)-N-(1-methyl-1H-benzo[d][1,2,3]triazol-6-yl)-2-(6-azaspiro[2.5]octan-6-yl)benzamide OCCS(=O)(=O)NC1=CC(=C(C(=O)NC=2C=CC3=C(N(N=N3)C)C2)C=C1)N1CCC2(CC2)CC1